C(C)(C)(C)OC(=O)N1[C@@H](C[C@H](CC1)O)C(=O)O (2S,4S)-1-tert-butoxycarbonyl-4-hydroxy-piperidine-2-carboxylic acid